O1C(=NCC1)C1=C(C(=C(C=C1CCCCC)O)C1C(CCC(=C1)C)C(=C)C)O 3-(4,5-dihydrooxazol-2-yl)-5'-methyl-4-pentyl-2'-(prop-1-en-2-yl)-1',2',3',4'-tetrahydro-[1,1'-biphenyl]-2,6-diol